C1CCC=2N1C1=C(N2)C(=CC=C1)NC(C1=C(C=C(C=C1)NS(=O)(=O)CCO)N1CCC2(CC2)CC1)=O N-(2,3-dihydro-1H-benzo[d]pyrrolo[1,2-a]imidazol-5-yl)-4-(2-hydroxyethanesulfonylamino)-2-(6-azaspiro[2.5]octan-6-yl)benzamide